2-((4-(([1,1'-biphenyl]-3-ylmethyl)sulfonyl)phenyl)thio)-6-(4-(2-(dimethylamino)ethyl)piperazin-1-yl)-5-methoxy-N-(5-methyl-1H-pyrazol-3-yl)pyrimidin-4-amine C1(=CC(=CC=C1)CS(=O)(=O)C1=CC=C(C=C1)SC1=NC(=C(C(=N1)NC1=NNC(=C1)C)OC)N1CCN(CC1)CCN(C)C)C1=CC=CC=C1